6,7-dimethoxy-N-{(1R)-1-[3-(2-methoxypyrimidin-5-yl)phenyl]ethyl}-2-methylquinazolin-4-amine COC=1C=C2C(=NC(=NC2=CC1OC)C)N[C@H](C)C1=CC(=CC=C1)C=1C=NC(=NC1)OC